CC1OC(CN(C1)C1=CC(=C(C=C1)NC=1C=C2CN(CC2=CC1)C)C)C N-(4-(2,6-dimethylmorpholino)-2-methylphenyl)-2-methylisoindolin-5-amine